ClC1=C(C(=C2C(=N1)N(C=C2)[C@@H]2O[C@@H]([C@@H]1[C@H]2OC(O1)(C)C)CS(=O)(=O)CP(OCC)(OCC)=O)NC1CCCC1)C#N diethyl (((((3aS,4S,6R,6aR)-6-(6-chloro-5-cyano-4-(cyclopentylamino)-1H-pyrrolo[2,3-b]pyridin-1-yl)-2,2-dimethyltetrahydrofuro[3,4-d][1,3]dioxol-4-yl)methyl)sulfonyl)methyl)phosphonate